N1(C=NC=C1)C=1C=C(C=C(C1)C(F)(F)F)NC=1N=CC2=C(N1)N(C(=C2)C(=O)N(C)CC)C2CCCC2 2-((3-(1H-imidazol-1-yl)-5-(trifluoromethyl)phenyl)amino)-7-cyclopentyl-N-ethyl-N-methyl-7H-pyrrolo[2,3-d]pyrimidine-6-carboxamide